C1(CC1)C1=C(C=CC(=C1)S(N[C@H](C)C1CCNCC1)(=O)=O)NC(C1=C(C=CC=C1)C)=O (R)-N-(2-cyclopropyl-4-(N-(1-(piperidin-4-yl)ethyl)sulfamoyl)phenyl)-2-methylbenzamide